1-[3-(2,2-dimethoxyethoxy)phenyl]-3-[(4-methoxyphenyl)methyl]-1,3-Diazinan-2,4-dione COC(COC=1C=C(C=CC1)N1C(N(C(CC1)=O)CC1=CC=C(C=C1)OC)=O)OC